C(=O)N1C=2C(NC(=NC2NCC1CNC1=CC=C(C(N[C@@H](CCC(=O)O)C(=O)O)=O)C=C1)N)=O (-)-5-Formyl-5,6,7,8-tetrahydrofolic acid